OC1=C(C2=C(N(C1=O)CC=1C=NN(C1)CC=1C=NC=NC1)C=CS2)C(=O)O 6-hydroxy-5-oxo-4-{[1-(pyrimidin-5-ylmethyl)-1H-pyrazol-4-yl]methyl}-4,5-dihydrothieno[3,2-b]pyridine-7-carboxylic acid